ClC=1C=C(C=CC1Cl)[C@@H]1[C@@H](CNC1)NS(=O)(=O)C1=CC=C(C=C1)OC(F)(F)F |r| rac-N-((3S,4S)-4-(3,4-dichlorophenyl)pyrrolidin-3-yl)-4-(trifluoromethoxy)benzene-sulfonamide